C(C)(=O)O.C(C)(=O)O.C(C)(=O)O.C1(=CC=CC=C1)C=1C(=C(C=CC1)C1=CC=CC=C1)C1=CC=CC=C1 triphenylbenzene triacetate